[5-(1,1-dimethylethyl)-3-methyl-1,2-phenylene] bis(3-chlorobenzoate) ClC=1C=C(C(=O)OC2=C(C(=CC(=C2)C(C)(C)C)C)OC(C2=CC(=CC=C2)Cl)=O)C=CC1